5-((S)-5H-imidazo[5,1-a]isoindol-5-yl)-2-oxaspiro[3.3]heptan-6-ol C=1N=CN2C1C1=CC=CC=C1[C@@H]2C2C1(COC1)CC2O